N-(4-((4-(benzyloxy)-4-(ethoxymethyl)piperidin-1-yl)methyl)phenyl)acetamide C(C1=CC=CC=C1)OC1(CCN(CC1)CC1=CC=C(C=C1)NC(C)=O)COCC